C(#N)C1=C(N=C(S1)N(C1=CN(C(C2=CC=CC=C12)=O)C1CC1)C)C1=CC=C(C=C1)F 4-((5-cyano-4-(4-fluorophenyl)thiazol-2-yl)(methyl)amino)-2-cyclopropyl-1-oxo-1,2-dihydroisoquinolin